2-(4-(azetidin-1-yl)cyclohexyl)-6-isopropyl-5-(8-methoxy-[1,2,4]triazolo[1,5-a]pyridin-6-yl)-4H-pyrrolo[3,2-d]thiazol N1(CCC1)C1CCC(CC1)C=1SC2=C(N1)C(=C(N2)C=2C=C(C=1N(C2)N=CN1)OC)C(C)C